FC1=C(C=CC=C1C1=NC(=C(C=C1)C=O)OC)C1=C(C(=CC=C1)NC(=O)C=1C(N(C(N(C1)C)=O)C)=O)C N-(2'-fluoro-3'-(5-formyl-6-methoxypyridin-2-yl)-2-methyl-[1,1'-biphenyl]-3-yl)-1,3-dimethyl-2,4-dioxo-1,2,3,4-tetrahydropyrimidine-5-carboxamide